1-ethyl-3-methylimidazolamide acetate C(C)(=O)O.C(C)N1C(N(C=C1)C)C(=O)N